CN(C(O[C@H](C(=O)NC=1C(N(C(=C(C1)C)C)CC1=NC2=C(C(=NC=C2F)CC(C)C)N1)=O)CC\C=C\C(=O)N(C)C)=O)C (S,E)-7-(dimethylamino)-1-((1-((7-fluoro-4-isobutyl-3H-imidazo[4,5-c]pyridin-2-yl)methyl)-5,6-dimethyl-2-oxo-1,2-dihydropyridin-3-yl)amino)-1,7-dioxohept-5-en-2-yl dimethylcarbamate